4-Fluoro-N-(3-(Hydroxymethyl)Oxetan-3-Yl)-2-Methyl-5-((4-Methylthiazol-5-Yl)Methoxy)Benzofuran-3-Carboxamide FC1=C(C=CC2=C1C(=C(O2)C)C(=O)NC2(COC2)CO)OCC2=C(N=CS2)C